diphenyl-pyridone rac-tert-Butyl-(2R,5S)-2-cyclopropyl-5-(4-(4,4,5,5-tetramethyl-1,3,2-dioxaborolan-2-yl)phenyl)morpholine-4-carboxylate C(C)(C)(C)OC(=O)N1C[C@H](OC[C@@H]1C1=CC=C(C=C1)B1OC(C(O1)(C)C)(C)C)C1CC1.C1(=CC=CC=C1)C1=C(C(NC=C1)=O)C1=CC=CC=C1 |r|